2-[4-(7,9-Difluoro-1,4,4-trimethyl-5H-[1,2,4]triazolo[4,3-a]quinoxalin-8-yl)-1H-indol-1-yl]-ethyl-amine FC=1C=C2NC(C=3N(C2=C(C1C1=C2C=CN(C2=CC=C1)CCN)F)C(=NN3)C)(C)C